(5R)-1-benzyl-5-(((tert-butyldimethylsilyl)oxy)methyl)-2-(((1r,4R)-4-methoxycyclohexyl)methyl)-2-methylpyrrolidine C(C1=CC=CC=C1)N1C(CC[C@@H]1CO[Si](C)(C)C(C)(C)C)(C)CC1CCC(CC1)OC